8-bromo-N-methyl-[1,2,4]triazolo[4,3-a]quinazolin-5-amine BrC1=CC=C2C(=NC=3N(C2=C1)C=NN3)NC